(S)-1-hydroxypropane-2-sulfonamide OC[C@H](C)S(=O)(=O)N